(S)-1-amino-4-(4-((4-fluoropyridin-2-yl)carbamoyl)phenyl)-2-(piperidin-2-yl)-1H-imidazole-5-carboxamide NN1C(=NC(=C1C(=O)N)C1=CC=C(C=C1)C(NC1=NC=CC(=C1)F)=O)[C@H]1NCCCC1